OCCC(C)=O L-4-hydroxy-2-butanone